O(C#N)C1=CC=C(C=C1)C1=C(C=CC(=C1)C(C)C)CC (4-cyanatophenyl)-1-ethyl-4-isopropyl-benzene